octa-methylene diisocyanate C(CCCCCCCN=C=O)N=C=O